tert-Butyl (2-amino-1-(3-phenylpropyl)-1H-benzo[d]imidazol-5-yl)carbamate NC1=NC2=C(N1CCCC1=CC=CC=C1)C=CC(=C2)NC(OC(C)(C)C)=O